ClC=1C(=NC(=NC1)NC1=C(C=C(C(=C1)C)N1CCC(CC1)N1CCN(CC1)C1CC1)OC)NC1=CC2=C(CCO2)C=C1NS(=O)(=O)C N-(6-((5-chloro-2-((4-(4-(4-cyclopropylpiperazin-1-yl)piperidin-1-yl)-2-methoxy-5-methylphenyl)amino)pyrimidin-4-yl)amino)-2,3-dihydrobenzofuran-5-yl)methanesulfonamide